sodium (16Z,19Z,22R,23E,25E,29S,31Z)-22,29-dihydroxytetratriaconta-16,19,23,25,31-pentaen-27-ynoate O[C@H](C\C=C/C\C=C/CCCCCCCCCCCCCCC(=O)[O-])\C=C\C=C\C#C[C@H](C\C=C/CC)O.[Na+]